(S)-3-Acetylphenyl (1-phenylethyl)carbamate C1(=CC=CC=C1)[C@H](C)NC(OC1=CC(=CC=C1)C(C)=O)=O